C1=C(C(=CC(=C1)P)C)C 5-xylylphosphine